Tert-butyl N-[3-[1-(2,6-dioxo-3-piperidyl)-3-methyl-2-oxo-benzimidazol-4-yl]propyl]-N-methyl-carbamate O=C1NC(CCC1N1C(N(C2=C1C=CC=C2CCCN(C(OC(C)(C)C)=O)C)C)=O)=O